NC1=CC(=NO1)CC1CN(C1)C(=O)C1=CC(=C(C=C1)OC(F)(F)F)F (3-((5-aminoisoxazol-3-yl)methyl)azetidin-1-yl)(3-fluoro-4-(trifluoromethoxy)phenyl)methanone